C[S+](C1=CC=C(C=C1)C)C dimethyl-(p-methylphenyl)sulfonium